3-methyl-3-hexene-1-yne CC(C#C)=CCC